(6-(4-fluorophenyl)pyrazin-2-yl)(2-methyl-3,4-dihydroquinolin-1(2H)-yl)methanone FC1=CC=C(C=C1)C1=CN=CC(=N1)C(=O)N1C(CCC2=CC=CC=C12)C